[Cl-].C(CCCCCCCCCCC)[N+]1=CC(=CC=C1)C 1-Dodecyl-3-Methylpyridinium chlorid